6-(p-Tolyl)-N-(1H-pyrazol-3-ylsulfonyl)-2-(2,4,6-trimethylphenoxy)pyridin-3-carboxamid C1(=CC=C(C=C1)C1=CC=C(C(=N1)OC1=C(C=C(C=C1C)C)C)C(=O)NS(=O)(=O)C1=NNC=C1)C